nonylene oxide C1CCCCCCCCO1